C(C)(C)(C)OC(=O)C1=CC=NC2=CC=C(C=C12)N1C[C@@H](CC1)C (R)-6-(3-methylpyrrolidin-1-yl)quinoline-4-carboxylic acid tert-butyl ester